3-oxa-7,9-diazabicyclo[3.3.1]nonane-7-carboxamide C12COCC(CN(C1)C(=O)N)N2